(7S)-7-(1-methylcyclopropyl)-N-[(1R)-3-(4-hydroxy-1-piperidyl)-1-[3-[(1-methylazetidin-1-ium-3-yl)carbamoyl]phenyl]propyl]-5,6,7,8-tetrahydroacridine-2-carboxamide CC1(CC1)[C@H]1CCC=2N=C3C=CC(=CC3=CC2C1)C(=O)N[C@H](CCN1CCC(CC1)O)C1=CC(=CC=C1)C(NC1C[NH+](C1)C)=O